C(CCCN1N=C(C=C1C(=O)NC1=CC(=C(C=C1)C)Cl)C1=CC=NC=C1)N1N=C(C=C1C(=O)NC1=CC(=C(C=C1)C)Cl)C1=CC=NC=C1 1,1'-(butane-1,4-diyl)bis(N-(3-chloro-4-methylphenyl)-3-(pyridin-4-yl)-1H-pyrazole-5-carboxamide)